CC1(CCN(CC1)C=1N=CC(=NC1)N1N=CC2=CC(=C(C(=C12)F)O)F)C 1-(5-(4,4-Dimethylpiperidin-1-yl)pyrazin-2-yl)-5,7-difluoro-1H-indazol-6-ol